CSC1=C(C=C(N)C=C1)[N+](=O)[O-] 4-(methylthio)-3-nitroaniline